(1,2,3,5,6,7-hexahydro-s-indacen-4-yl)urea sodium salt [Na].C1CCC2=C(C=3CCCC3C=C12)NC(=O)N